NC1CC(CCC1)NC1=CC(=NC=C1[N+](=O)[O-])C(=O)OC methyl 4-((3-aminocyclohexyl) amino)-5-nitropicolinate